2-(difluoroethyl)-N-(1,1,3-trimethylindan-4-yl)pyridine-3-carboxamide FC(CC1=NC=CC=C1C(=O)NC1=C2C(CC(C2=CC=C1)(C)C)C)F